FC=1C=C2C=CC(=CC2=CC1)C(=O)N1C[C@]2(CC1)C=C(C(C(C2)(C)C)=O)C#N (5R)-2-(6-fluoronaphthalene-2-carbonyl)-9,9-dimethyl-8-oxo-2-azaspiro[4.5]dec-6-ene-7-carbonitrile